C1CCNS1(=O)=O propanesultam